ClC1=CC(=C(C(=C1)C)C=1C=CC=2C(=NC(=CN2)[C@H]2CN(CCC2)C(=O)OC(C)(C)C)N1)C tert-butyl (R)-3-(6-(4-chloro-2,6-dimethylphenyl)pyrido[2,3-b]pyrazin-3-yl)piperidine-1-carboxylate